acryloxydodecyl dihydrogenphosphate P(=O)(O)(O)OCCCCCCCCCCCCOC(C=C)=O